ClC1=C(C=C(C=C1OC)OC)C1=CC2=C(N=C(N=C2)NC2=CC=C(C=C2)N2CCN(CC2)C(C)=O)N2C1=NN=C2 6-(2-chloro-3,5-dimethoxyphenyl)-N-(4-(4-acetylpiperazine-1-yl)phenyl)-[1,2,4]triazolo[4',3':1,6]pyrido[2,3-d]pyrimidin-2-amine